6-(3-isopropyl-5-(piperidin-4-yl)-1H-indol-2-yl)-2-methylbenzo[d]oxazole C(C)(C)C1=C(NC2=CC=C(C=C12)C1CCNCC1)C1=CC2=C(N=C(O2)C)C=C1